N-(1-(hydroxymethyl)cyclopentyl)-8-(2-(2,2,2-trifluoroethoxy)phenyl)imidazo[1,2-a]pyridine-2-carboxamide OCC1(CCCC1)NC(=O)C=1N=C2N(C=CC=C2C2=C(C=CC=C2)OCC(F)(F)F)C1